(R)-(5-chloro-2-(2H-1,2,3-triazol-2-yl)phenyl)(4-methyl-2-((2-methylbenzo[d]thiazol-6-yl)methyl)pyrazolidin-1-yl)methanone ClC=1C=CC(=C(C1)C(=O)N1N(C[C@H](C1)C)CC1=CC2=C(N=C(S2)C)C=C1)N1N=CC=N1